FC=1C=C(CCNC(C(=O)N[C@@H]2C(N(C3=C(OC2)C=CC(=C3)C#CCN3CC(CC3)O)C)=O)=O)C=CC1 N1-(3-fluorophenethyl)-N2-((3S)-7-(3-(3-hydroxypyrrolidin-1-yl)prop-1-yn-1-yl)-5-methyl-4-oxo-2,3,4,5-tetrahydrobenzo[b][1,4]oxazepin-3-yl)oxalamide